tert-butyl (2-(4-methoxy-1H-pyrazol-1-yl)ethyl)carbamate COC=1C=NN(C1)CCNC(OC(C)(C)C)=O